2-(4-ethylphenyl)-3-phenyl-4-hydroxymethyl-isoxazoline C(C)C1=CC=C(C=C1)N1OCC(C1C1=CC=CC=C1)CO